(S)-N-(3-(2-((2S,3R)-3-hydroxy-2-methylazetidin-1-yl)-6-morpholinopyridin-4-yl)-4-methylphenyl)-3-(2,2,2-trifluoroethyl)pyrrolidine-1-carboxamide O[C@H]1[C@@H](N(C1)C1=NC(=CC(=C1)C=1C=C(C=CC1C)NC(=O)N1C[C@@H](CC1)CC(F)(F)F)N1CCOCC1)C